4,7-dimethylindan-1-ol CC1=C2CCC(C2=C(C=C1)C)O